rac-(1R,5R,6S)-3-phenylbicyclo[3.1.0]hex-2-ene-6-carbonitrile C1(=CC=CC=C1)C1=C[C@@H]2[C@H]([C@@H]2C1)C#N |r|